CN1N=C(C2=NC=C(C=C21)OC=2C=C(C=CC2)C2=CC(=C(C=C2)C(=O)OC)CC)C Methyl 3'-((1,3-dimethyl-1H-pyrazolo[4,3-b]pyridin-6-yl)oxy)-3-ethyl-[1,1'-biphenyl]-4-carboxylate